C(C)(C)(C)OC(=O)N1C(CN(CC1)C(=O)OCC1=CC=CC=C1)CO 2-(hydroxymethyl)piperazine-1,4-dicarboxylic acid (R)-4-benzyl ester 1-tert-butyl ester